methyl 3-(9-((4-(aminomethyl)-2,6-dimethylphenyl)carbamoyl)-4,5-dihydrobenzo[b]thieno[2,3-d]oxepin-8-yl)-6-(bicyclo[2.2.1]heptan-1-ylcarbamoyl)picolinate NCC1=CC(=C(C(=C1)C)NC(=O)C1=CC2=C(OCCC3=C2SC=C3)C=C1C=1C(=NC(=CC1)C(NC13CCC(CC1)C3)=O)C(=O)OC)C